FC=1C=C(C=CC1F)C(C1=CC=CC=C1)O (3,4-difluorophenyl)benzyl alcohol